(R)-7-bromo-N-(5,8-difluoroquinolin-6-yl)-5-(1-(oxetan-3-yl)ethoxy)quinazolin-4-amine BrC1=CC(=C2C(=NC=NC2=C1)NC=1C(=C2C=CC=NC2=C(C1)F)F)O[C@H](C)C1COC1